IC1=CC(=NC(=C1)N1CCOCC1)NC1CC(C1)O (1R,3R)-3-((4-iodo-6-morpholinylpyridin-2-yl)amino)cyclobutan-1-ol